FC1=C(OCC2=C(C=NC=C2)N2C(NC(CC2)=O)=O)C(=CC=C1F)C=1N=C(SC1)N1CCOCC1 1-(4-((2,3-difluoro-6-(2-morpholinothiazol-4-yl)phenoxy)methyl)pyridin-3-yl)dihydropyrimidine-2,4(1H,3H)-dione